ClC1=C(C=CC=C1OC)SC=1C=CC=2C(=NC=C(N2)N2CCC(CC2)(N)C)N1 1-(6-((2-chloro-3-methoxyphenyl)thio)pyrido[2,3-b]pyrazin-2-yl)-4-methylpiperidin-4-amine